C1(CCC1)CN[C@H]1CN(CCC1)C1=CC=C(N=N1)CNC(=O)C=1C=2C=NNC2C=C(C1)OC (R)-N-((6-(3-((cyclobutylmethyl)amino)piperidin-1-yl)pyridazin-3-yl)methyl)-6-methoxy-1H-indazole-4-carboxamide